Nickel(III) nitrit methyl-3-(9-((4-(aminomethyl)-2-methylphenyl)carbamoyl)-4,5-dihydrobenzo[b]thieno[2,3-d]oxepin-8-yl)-6-(cyclopentylcarbamoyl)picolinate COC(C1=NC(=CC=C1C=1C(=CC2=C(OCCC3=C2SC=C3)C1)C(NC1=C(C=C(C=C1)CN)C)=O)C(NC1CCCC1)=O)=O.N(=O)[O-].[Ni+3].N(=O)[O-].N(=O)[O-]